BrC1=C(C(=O)N(C)OC)C=C(C(=C1)N1CCC(CC1)CC=C)N1N=NC(=C1)C1=NC(=NC(=C1)C)N1CC(C(CC1)(F)F)C=C 2-bromo-5-{4-[2-(3-vinyl-4,4-difluoropiperidin-1-yl)-6-methylpyrimidin-4-yl]-1H-1,2,3-triazol-1-yl}-N-methoxy-N-methyl-4-[4-(prop-2-en-1-yl)piperidin-1-yl]benzamide